C(C)OC(=O)C1=C(N=C(S1)NC1=NC(=CC(=N1)C1=CC=C(C=C1)C(=O)O)N1CCNCC1)C 2-[4-(4-Carboxy-phenyl)-6-piperazin-1-yl-pyrimidin-2-ylamino]-4-methylthiazole-5-carboxylic acid ethyl ester